2-carboxymethoxy-5-methylbenzenesulfonic acid sodium salt [Na+].C(=O)([O-])COC1=C(C=C(C=C1)C)S(=O)(=O)[O-].[Na+]